O=C1C=CC=CO1 6-oxopyran